N-(6-oxo-6,7,8,9-tetrahydronaphtho[1,2-d][1,3]dioxol-5-yl)acetamide O=C1C=2C(=CC3=C(OCO3)C2CCC1)NC(C)=O